tert-butyl 3-(4-methyl-3-((1-(7-(2-methyloxazol-4-yl)quinolin-5-yl)cyclopropyl)carbamoyl) phenyl)-3,8-diazabicyclo[3.2.1]octane-8-carboxylate CC1=C(C=C(C=C1)N1CC2CCC(C1)N2C(=O)OC(C)(C)C)C(NC2(CC2)C2=C1C=CC=NC1=CC(=C2)C=2N=C(OC2)C)=O